4-(4-cyanophenyl)morpholine C(#N)C1=CC=C(C=C1)N1CCOCC1